C[C@@H](CCl)CC |r| (±)-2-methylbutyl chloride